4-(3-(2-sulfamoylaminoethyl)azetidine-1-yl)-6,7-dimethoxycinnoline S(N)(=O)(=O)NCCC1CN(C1)C1=CN=NC2=CC(=C(C=C12)OC)OC